6-amino-3',6'-dihydroxy-3H-spiro[isobenzofuran-1,9'-xanthen]-3-one-2',4',5,5',7,7'-d6 NC1=C(C=C2C(OC3(C=4C=C(C(=C(C4OC=4C(=C(C(=CC34)[2H])O)[2H])[2H])O)[2H])C2=C1[2H])=O)[2H]